P(=O)(OC[C@H]1O[C@@]([C@@H]([C@@H]1O)O)(C#N)C1=CC=C2C(=NC=NN21)N)(OC[C@@H](COCCCCCCCCCCCCCCCCCC)OCC2=CC=CC=C2)OC2=C(C=CC=C2)Cl ((2R,3S,4R,5R)-5-(4-aminopyrrolo[2,1-f][1,2,4]triazin-7-yl)-5-cyano-3,4-dihydroxytetrahydrofuran-2-yl)methyl ((R)-2-(benzyloxy)-3-(octadecyloxy)propyl) (2-chlorophenyl) phosphate